NC(C=1C=C(C#N)C=CC1)C1=CC(=C(C=C1)F)N 3-(amino(3-amino-4-fluorophenyl)methyl)benzonitrile